2-Hydroxy-5-(3-hydroxypiperazin-1-yl)-2,3-dihydro-1,4-benzodioxine OC1COC2=C(O1)C=CC=C2N2CC(NCC2)O